Cl.N1(CCOCC1)C=1N=C(C2=C(N1)CNCC2)N 2-morpholinyl-5,6,7,8-tetrahydropyrido[3,4-d]pyrimidin-4-amine hydrochloride